ethyl 2-(3-bromo-4-oxo-4,5-dihydro-1H-pyrrolo[2,3-d]pyridazin-1-yl)propanoate BrC1=CN(C=2C=NNC(C21)=O)C(C(=O)OCC)C